FC1=CC=CC(=N1)CC=1C=NN(C1)C(=O)N[C@H]1CCC2=C(N(C1=O)C)C=C(C=C2)C#CC(CO)(C)C (S)-4-((6-fluoropyridin-2-yl)methyl)-N-(8-(4-hydroxy-3,3-dimethylbut-1-yn-1-yl)-1-methyl-2-oxo-2,3,4,5-tetrahydro-1H-benzo[b]azepin-3-yl)-1H-pyrazole-1-carboxamide